N-(4-iodophenyl)-2-phenylacetamide IC1=CC=C(C=C1)NC(CC1=CC=CC=C1)=O